(R)-(1-(3-(3-(2-cyano-3-oxo-3-((tetrahydro-2H-pyran-4-yl)amino)prop-1-en-1-yl)phenoxy)propanamido)-2-phenylethyl)boronic acid C(#N)C(=CC=1C=C(OCCC(=O)N[C@@H](CC2=CC=CC=C2)B(O)O)C=CC1)C(NC1CCOCC1)=O